N1CCC(CC1)CCS(=O)(=O)N 2-(piperidin-4-yl)ethanesulfonamide